O=S1(CCC(CC1)C1=CC2=C(N=CN=C2N[C@H](C)C=2C=C(C=CC2)C(CC2CN(C2)C(=O)OC(C)(C)C)(F)F)NC1=O)=O tert-butyl (R)-3-(2-(3-(1-((6-(1,1-dioxidotetrahydro-2H-thiopyran-4-yl)-7-oxo-7,8-dihydropyrido[2,3-d]pyrimidin-4-yl)amino)ethyl)phenyl)-2,2-difluoroethyl)azetidine-1-carboxylate